4-[5-chloro-2-(cyclopropoxy)phenyl]-N-[6-(4-cyanophenyl)thiazolo[4,5-b]pyrazin-2-yl]-6-methyl-pyridine-3-carboxamide ClC=1C=CC(=C(C1)C1=C(C=NC(=C1)C)C(=O)NC=1SC=2C(=NC=C(N2)C2=CC=C(C=C2)C#N)N1)OC1CC1